N1N=CC2=CC(=CC=C12)C1=NC2=CC=C3C(=C2C=2CCCCC12)C=CN3 7-(1H-indazol-5-yl)-8,9,10,11-tetrahydro-3H-pyrrolo[3,2-a]phenanthridine